C1(=CC=C(C=C1)C(C)O)C 1-(p-tolyl)ethane-1-ol